tert-Butyl 4-(1-(3-ethyl-6-fluoro-4-oxo-3,4-dihydroquinazolin-2-yl)butyl)azepane-1-carboxylate C(C)N1C(=NC2=CC=C(C=C2C1=O)F)C(CCC)C1CCN(CCC1)C(=O)OC(C)(C)C